(R)-N-(1-(4-chlorophenyl)-2,2,2-trifluoroethyl)-3,6-dimethoxy-N-methylpyridazine-4-sulfonamide ClC1=CC=C(C=C1)[C@H](C(F)(F)F)N(S(=O)(=O)C1=C(N=NC(=C1)OC)OC)C